Cl.ClC1=C(C=CC(=C1)Cl)S(=O)(=O)N1CC(C1)(CNCC(CO)C)COC1=CC(=C(C#N)C=C1)F 4-((1-((2,4-Dichlorophenyl)sulfonyl)-3-(((3-hydroxy-2-methylpropyl)amino)methyl)azetidin-3-yl)methoxy)-2-fluorobenzonitrile hydrochloride